tert-butyl 2-(((tert-butyldimethylsilyl)oxy)methyl)-3-oxopiperidine-1-carboxylate [Si](C)(C)(C(C)(C)C)OCC1N(CCCC1=O)C(=O)OC(C)(C)C